(R)-2-(2,4-difluorophenyl)-1,1-difluoro-3-(1H-tetrazol-1-yl)-1-(5-(4-(2,2,2-trifluoroethoxy)phenyl)pyridin-2-yl)propan-2-ol FC1=C(C=CC(=C1)F)[C@](C(C1=NC=C(C=C1)C1=CC=C(C=C1)OCC(F)(F)F)(F)F)(CN1N=NN=C1)O